3-(azetidin-3-yl)-N-[5-cyano-6-(1,2,3-triazol-2-yl)pyridin-3-yl]-4-(trifluoromethyl)-1,2-thiazole-5-carboxamide N1CC(C1)C1=NSC(=C1C(F)(F)F)C(=O)NC=1C=NC(=C(C1)C#N)N1N=CC=N1